(-)-3-Isobutyl-2,3-dihydrobenzo[d]isothiazole 1,1-dioxide C(C(C)C)C1NS(C2=C1C=CC=C2)(=O)=O